6H,7H,8H-indeno[5,4-b]furan-7-carboxylic acid C=1C2=C(OC1)C=CC=1CC(CC12)C(=O)O